FC(C1=CC=C(C=C1)C1=C2C=CC(=CC2=CC=C1)C(=O)NCC/C=C/C(=O)OC)(F)F Methyl (E)-5-[[5-[4-(trifluoromethyl)phenyl]naphthalene-2-carbonyl]amino]pent-2-enoate